N-(5-chloro-6-(5-(methoxymethyl)-1H-1,2,3-triazol-1-yl)pyridin-3-yl)-1-(quinolin-5-yl)-5-(trifluoromethyl)-1H-pyrazole-4-carboxamide ClC=1C=C(C=NC1N1N=NC=C1COC)NC(=O)C=1C=NN(C1C(F)(F)F)C1=C2C=CC=NC2=CC=C1